C(C)(C)(C)OC(=O)NCCN1N=NC(=C1)C(=O)O 1-(2-((tert-butoxycarbonyl)amino)ethyl)-1H-1,2,3-triazole-4-carboxylic acid